2-(4-chloro-3-fluorophenoxy)-N-[(1S,4r)-4-{4-[(3S)-3-(trifluoromethoxy)pyrrolidine-1-carbonyl]-1H-pyrazol-1-yl}cyclohexyl]acetamide ClC1=C(C=C(OCC(=O)NC2CCC(CC2)N2N=CC(=C2)C(=O)N2C[C@H](CC2)OC(F)(F)F)C=C1)F